C(C)C=1C=CC=C2NCCN(C12)S(=O)(=O)C1=C(C=CC(=C1)C=1C=NN(C1)C)C 8-ethyl-1-[2-methyl-5-(1-methyl-1H-pyrazol-4-yl)benzenesulfonyl]-1,2,3,4-tetrahydroquinoxaline